(E)-N-(1-Chloro-3-oxo-1-phenyl-3-(piperidin-1-yl)prop-1-en-2-yl)benzamid Cl\C(=C(/C(N1CCCCC1)=O)\NC(C1=CC=CC=C1)=O)\C1=CC=CC=C1